divinyldimethylsilane C(=C)[Si](C)(C)C=C